(2-methyl-6-bromo-1,4-phenylene) ether CC1=C2C(=CC(=C1)O2)Br